4-bromo-6-(bromomethyl)-2-(2,6-dioxopiperidin-3-yl)isoindoline-1,3-dione BrC1=C2C(N(C(C2=CC(=C1)CBr)=O)C1C(NC(CC1)=O)=O)=O